[Cl-].[Cl-].C[SiH](C)[Zr+2](C1C(=CC2=C(C=CC=C12)C1=CC=CC2=CC=CC=C12)CC)C1C(=CC2=C(C=CC=C12)C1=CC=CC2=CC=CC=C12)CC dimethylsilylbis(2-ethyl-4-naphthyl-1-indenyl)zirconium dichloride